CC1=CC=C2C(=CNC2=C1)C(=O)O 6-methyl-3-indolecarboxylic acid